FCOC1=CC=C(OC2=CC=C(C=N2)S(=O)(=O)N2[C@H]([C@@H]3CC[C@H](C2)N3C(=O)OCCOC)C(=O)OCC)C=C1 2-ethyl 8-(2-methoxyethyl) (1S,2R,5R)-3-((6-(4-(fluoromethoxy)phenoxy)pyridin-3-yl)sulfonyl)-3,8-diazabicyclo[3.2.1]octane-2,8-dicarboxylate